NC1=NC(=C(C=2N1C(N(N2)CC2=C(C=C(C=C2)F)C)=O)C2=CC(=NC(=C2)C)C)C2=CC=CC=C2 5-amino-8-(2,6-dimethyl-4-pyridinyl)-2-[(4-fluoro-2-methyl-phenyl)methyl]-7-phenyl-[1,2,4]triazolo[4,3-c]pyrimidin-3-one